C[C@H]1[C@@H](CN(C1)CC1=NC=CC=N1)C=1NC(C2=C(N1)N(N=C2)C2CCOCC2)=O 6-((3S,4S)-4-methyl-1-(pyrimidin-2-ylmethyl)pyrrolidin-3-yl)-1-(tetrahydro-2H-pyran-4-yl)-1H-pyrazolo[3,4-d]pyrimidin-4(5H)-one